C(C1=CC(C(=O)OCCOCCCOCCCOCCCOCC=C)=CC=C1)(=O)OCCOCCCOCCCOCCCOCC=C di(3,7,11,15-tetraoxaoctadec-17-en-1-yl) isophthalate